C=1(C(=CC=CC1)C(=O)NC(C(=O)[O-])CCCC)C toluamidohexanoate